3-(4-chlorophenoxy)cyclobutane-1-carboxylic acid ClC1=CC=C(OC2CC(C2)C(=O)O)C=C1